(R)-N-ethyl-N-(2,2,2-trifluoro-1-(4-fluorophenyl)ethyl)imidazo[1,2-a]pyridine-2-sulfonamide C(C)N(S(=O)(=O)C=1N=C2N(C=CC=C2)C1)[C@@H](C(F)(F)F)C1=CC=C(C=C1)F